N-(2,4-dichlorophenyl)-3,3-dimethoxypropionamide ClC1=C(C=CC(=C1)Cl)NC(CC(OC)OC)=O